methyl (2R,3S)-2-amino-3-hydroxy-butanoate hydrochloride Cl.N[C@@H](C(=O)OC)[C@H](C)O